(4-Hydroxypiperidin-1-yl)(2-(5-phenylpentyl)cyclopropyl)methanone tert-butyl-(E)-2-(2-(3-(hydroxyamino)-3-oxoprop-1-en-1-yl)phenyl)-2,5-diazaspiro[3.5]nonane-5-carboxylate C(C)(C)(C)OC(=O)N1C2(CN(C2)C2=C(C=CC=C2)\C=C\C(=O)NO)CCCC1.OC1CCN(CC1)C(=O)C1C(C1)CCCCCC1=CC=CC=C1